OC=1C=C(C=CC1OC)C=1C(OC2=CC(=CC=C2C1)O)=O 3-(3-hydroxy-4-methoxyphenyl)-7-hydroxycoumarin